1-(4-phenyl-6-(phenylamino)-1,3,5-triazin-2-ylamino)propan C1(=CC=CC=C1)C1=NC(=NC(=N1)NC1=CC=CC=C1)NCCC